N-(((3R,4R)-3-hydroxypiperidin-4-yl)methyl)-2-(4-(methylcarbamoyl)phenyl)benzo[d]imidazo[2,1-b]thiazole-7-carboxamide formate C(=O)O.O[C@H]1CNCC[C@@H]1CNC(=O)C1=CC2=C(N3C(S2)=NC(=C3)C3=CC=C(C=C3)C(NC)=O)C=C1